C(C)C=1C=2N(C=C(N1)C)N=C(C2)C=O 4-ethyl-6-methylpyrazolo[1,5-a]pyrazine-2-carbaldehyde